C[C@@]1([C@H](OCC2=CC=CC=C2)[C@@H](OCC2=CC=CC=C2)[C@H](OC(CCl)=O)[C@H](O1)C(=O)[O-])O[C@H]1[C@@H]([C@H](C(OC(C)=O)O[C@@H]1COC(C)=O)N=[N+]=[N-])OC(C)=O Methyl-2,3-di-O-benzyl-4-O-chloroacetyl-β-D-glucopyranosyluronate-(1→4)-1,3,6-tri-O-acetyl-2-azido-2-deoxy-D-glucopyranose